(2S,4R)-4-cyclohexyl-1-((4-(4-fluorophenoxy)benzoyl)glycyl)pyrrolidine-2-carboxylic acid C1(CCCCC1)[C@H]1C[C@H](N(C1)C(CNC(C1=CC=C(C=C1)OC1=CC=C(C=C1)F)=O)=O)C(=O)O